tert-butyl 2-(2-hydroxyacetyl)-2,8-diazaspiro[3.5]nonane-8-carboxylate OCC(=O)N1CC2(C1)CCCN(C2)C(=O)OC(C)(C)C